ethyl-3-methyl-imidazole acetate C(C)(=O)O.C(C)C1=NC=CN1C